8-(3-fluoro-2-(fluoromethyl)phenyl)-9-(4-((1-(3-fluoropropyl)azetidin-3-yl)methyl)phenyl)-6,7-dihydro-5H-benzo[7]annulene-3-carboxylic acid FC=1C(=C(C=CC1)C=1CCCC2=C(C1C1=CC=C(C=C1)CC1CN(C1)CCCF)C=CC(=C2)C(=O)O)CF